(E)-γ-Bisabolene CC1=CC/C(=C(\C)/CCC=C(C)C)/CC1